S(N)(=O)(=O)C1=CC(=C(N(CCC)CCC)C(=C1)[N+](=O)[O-])[N+](=O)[O-] 4-sulfamoyl-2,6-dinitro-N,N-di-n-propylaniline